COC=1C=C(C=C(C1C)OC)N(C(=O)C=1N=C(SC1)C#C)C1C(N(CC1)CC1=CC=C(C=C1)F)=O N-(3,5-Dimethoxy-4-methylphenyl)-2-ethynyl-N-(1-(4-fluorobenzyl)-2-oxopyrrolidin-3-yl)thiazole-4-carboxamide